(2R,3S)-2-(4-(cyclopentylamino)phenyl)-1-((4-fluoro-2-methylphenyl)sulfonyl)-N-(4-methyl-3-(trifluoromethyl)phenyl)piperidine-3-carboxamide C1(CCCC1)NC1=CC=C(C=C1)[C@@H]1N(CCC[C@@H]1C(=O)NC1=CC(=C(C=C1)C)C(F)(F)F)S(=O)(=O)C1=C(C=C(C=C1)F)C